O=C1NC(CCC1N1C(C2=CC=CC(=C2C1)OCCC(=O)N1CCN(CC1)C1CCN(CC1)C=1C(=CC2=C(C(C=3NC4=CC(=CC=C4C3C2=O)C#N)(C)C)C1)CC)=O)=O 8-(4-(4-(3-((2-(2,6-dioxopiperidin-3-yl)-1-oxoisoindolin-4-yl)oxy)propionyl)piperazin-1-yl)piperidin-1-yl)-9-ethyl-6,6-dimethyl-11-oxo-6,11-dihydro-5H-benzo[b]carbazole-3-carbonitrile